Cl.Cl.Cl.C(C)(=O)N acetamide trihydrochloride